(1R,2S,5S)-N-(1-Cyclopropyl-4-(methylamino)-3,4-dioxobutan-2-yl)-3-((S)-2-isobutyramido-3,3-dimethylbutanoyl)-6,6-dimethyl-3-azabicyclo[3.1.0]hexane-2-carboxamide C1(CC1)CC(C(C(=O)NC)=O)NC(=O)[C@@H]1[C@H]2C([C@H]2CN1C([C@H](C(C)(C)C)NC(C(C)C)=O)=O)(C)C